N7-(3,4-dimethoxyphenyl)-N3-methyl-2,3,4,9-tetrahydro-1H-carbazole-3,7-diamine COC=1C=C(C=CC1OC)NC1=CC=C2C=3CC(CCC3NC2=C1)NC